S1C=NC2=C1C=C(C=C2)NCC=2C=C(C(=O)NC1=CC(=CC(=C1)C(F)(F)F)N1C=NC(=C1)C)C=CC2C 3-((benzo[d]thiazol-6-ylamino)methyl)-4-methyl-N-(3-(4-methyl-1H-imidazol-1-yl)-5-(trifluoromethyl)phenyl)benzamide